3,4,7,9-tetraphenyl-1,10-phenanthroline C1(=CC=CC=C1)C=1C=NC2=C3N=C(C=C(C3=CC=C2C1C1=CC=CC=C1)C1=CC=CC=C1)C1=CC=CC=C1